(2-methyl-4-(4-tert-butyl-phenyl)indenyl)silane CC=1C(C2=CC=CC(=C2C1)C1=CC=C(C=C1)C(C)(C)C)[SiH3]